N[C@H](C)C=1C=C(C=C2C(C(=C(OC12)C1=C(C(=CC=C1)F)F)C)=O)C 8-[(1R)-1-Aminoethyl]-2-(2,3-difluorophenyl)-3,6-dimethyl-chromen-4-one